N-(1-cyclopropyl-2-oxo-1,2-dihydropyridin-3-yl)-2-((1r,4r)-4-(iodomethyl)cyclohexyl)-6-methoxy-2H-indazole-5-carboxamide C1(CC1)N1C(C(=CC=C1)NC(=O)C1=CC2=CN(N=C2C=C1OC)C1CCC(CC1)CI)=O